The molecule is a macrodiolide that is 13,19-didehydrosenecionan bearing two additional hydroxy substituents at positions 12 and 18 as well as two additional oxo groups at positions 11 and 16. It has a role as a genotoxin, a mutagen and a carcinogenic agent. It is a pyrrolizine alkaloid, an organic heterotricyclic compound, an olefinic compound and a macrodiolide. It derives from a senecionan. C/C=C\\1/CC(=C)[C@@](C(=O)OCC2=CCN3[C@H]2[C@@H](CC3)OC1=O)(CO)O